(S)-1-(8-methoxy-6-(4,4,5,5-tetramethyl-1,3,2-dioxaborolan-2-yl)-3,4-dihydroisoquinolin-2(1H)-yl)propan-2-ol COC=1C=C(C=C2CCN(CC12)C[C@H](C)O)B1OC(C(O1)(C)C)(C)C